n-methyl-3-(4-nitrophenyl)-2-(3-(4-phenoxyphenyl)ureido)acrylamide CNC(C(=CC1=CC=C(C=C1)[N+](=O)[O-])NC(=O)NC1=CC=C(C=C1)OC1=CC=CC=C1)=O